N-(1-(6-chloro-4-(2,2,2-trifluoroethoxy)pyridin-2-yl)cyclopropyl)-3-(2,4-difluorophenyl)-3-hydroxybutanamide ClC1=CC(=CC(=N1)C1(CC1)NC(CC(C)(O)C1=C(C=C(C=C1)F)F)=O)OCC(F)(F)F